methyl-7-(piperidin-3-yl)pyrazolo[1,5-a]pyrimidine hydrochloride Cl.CC1=NN2C(N=CC=C2C2CNCCC2)=C1